[15NH2][13C@@H]([13CH2][13CH2][13CH2][13CH2][15NH2])[13C](=O)O [13C6,15N2]l-lysine